1'-acryloyl-N-(4-(4-morpholino-7H-pyrrolo[2,3-d]pyrimidin-6-yl)phenyl)-[1,4'-bipiperidine]-4-sulfonamide C(C=C)(=O)N1CCC(CC1)N1CCC(CC1)S(=O)(=O)NC1=CC=C(C=C1)C1=CC2=C(N=CN=C2N2CCOCC2)N1